OCC1CC(C1)C1=CC2=C(N=C(S2)CNC(OC(C)(C)C)=O)C=C1 tert-butyl ((6-((1s,3s)-3-(hydroxymethyl)cyclobutyl)benzo[d]thiazol-2-yl)methyl)carbamate